NC1=CC(=C2N3CCC[C@H]3COCCCC(C3=NN=C(C1=N2)O3)(O)C(F)(F)F)C(F)(F)F (12S)-20-Amino-6,18-bis(trifluoromethyl)-10,22-dioxa-3,4,16,21-tetraazatetracyclo[15.3.1.12,5.012,16]docosa-1(21),2,4,17,19-pentaen-6-ol